C12C3CC3C(C(C1)C(=O)O)CC2 tricyclo[3.2.2.02,4]Nonane-6-carboxylic acid